ClC(CN(C(=O)N)[N+](=O)[O-])Cl dichloroethyl-nitrourea